(2R,3R,4S,5R)-2-[2-chloro-4-(cyclopentyl-amino)pyrrolo[2,3-d]-pyrimidin-7-yl]-5-(di-phenoxyphosphoryl-methoxymethyl)-tetra-hydrofuran-3,4-diol ClC=1N=C(C2=C(N1)N(C=C2)[C@@H]2O[C@H]([C@H]([C@H]2O)O)C(OC)P(=O)(OC2=CC=CC=C2)OC2=CC=CC=C2)NC2CCCC2